2-chloro-3-(1-methyl-3,6-dihydro-2H-pyridin-4-yl)phenol ClC1=C(C=CC=C1C=1CCN(CC1)C)O